CN1C(=NC(=C1)C(F)(F)F)C1=CC=C(CNC2=C3N=CN(C3=NC(=N2)C=2C=C(C(=O)N)C=CC2)C2OCCCC2)C=C1 3-(6-((4-(1-methyl-4-(trifluoromethyl)-1H-imidazol-2-yl)benzyl)amino)-9-(tetrahydro-2H-pyran-2-yl)-9H-purin-2-yl)benzamide